BrC(C[Si](OCCC)(OCCC)OCCC)(C(Br)(Br)Br)Br 2,2,3,3,3-pentabromopropyltri-n-propoxysilane